CNC(C1=C(C=C(C=C1)NC1=NC=C(C(=N1)NCC=1C(=NC=CC1)N(S(=O)(=O)C)C)C(F)(F)F)C)=O N,2-dimethyl-4-({4-[({2-[methyl(methylsulfonyl)amino]pyridin-3-yl}methyl)amino]-5-(trifluoromethyl)pyrimidin-2-yl}amino)benzamide